N[C@@H]1CC=CC[C@H]1C1=C(C2=NC(=CC(=C2S1)NCC#CC)Cl)Br 2-((1R,6R)-6-aminocyclohex-3-en-1-yl)-3-bromo-N-(but-2-yn-1-yl)-5-chlorothieno[3,2-b]pyridin-7-amine